((3-methoxy-3-oxopropyl)amino)tetrahydrofuran-3-carboxylic acid methyl ester COC(=O)C1C(OCC1)NCCC(=O)OC